5-chloro-N-(4-(piperidin-1-ylsulfonyl)benzyl)-1H-indole-1-carboxamide ClC=1C=C2C=CN(C2=CC1)C(=O)NCC1=CC=C(C=C1)S(=O)(=O)N1CCCCC1